COC(=O)C=1C=C2C[C@]3(C(NC4=NC=CC=C43)=O)CC2=CC1 (R)-2'-oxo-1,1',2',3-tetrahydrospiro[indene-2,3'-pyrrolo[2,3-B]pyridine]-5-carboxylic acid methyl ester